COC1=CC=C(CN2C(=C(C=C2)OCC2=CC=C(C=C2)OC)C(=O)OC)C=C1 methyl 1-(4-methoxybenzyl)-3-((4-methoxybenzyl)oxy)-1H-pyrrole-2-Carboxylate